C(C(C)C)N(C=1SC=C(N1)C1=NC(=CC(=N1)N)N)C1=C(C=CC(=C1)C=1C=NC(=CC1)OCCN1CCN(CC1)C)C 2-(2-(iso-Butyl(2-methyl-5-(6-(2-(4-methylpiperazin-1-yl)ethoxy)pyridin-3-yl)phenyl)amino)thiazol-4-yl)pyrimidine-4,6-diamine